C(#N)C=1C=NN2C1C(=CC(=C2)OCC)C=2C=CC(=NC2)N2C[C@@H]([C@@H](CC2)NC(OC(C)(C)C)=O)O tert-butyl ((3S,4R)-1-(5-(3-cyano-6-ethoxypyrazolo[1,5-a]pyridin-4-yl)pyridin-2-yl)-3-hydroxypiperidin-4-yl)carbamate